O=C1NC(CCC1N1C(C2=CC=C(C=C2C1)N1CCN(CC1)CCCCOC1=CC=C(C=C1)C1CCN(CC1)C=1C=CC(=C2C(=CNC12)C#N)C)=O)=O 7-{4-[4-(4-{4-[2-(2,6-dioxopiperidin-3-yl)-1-oxo-2,3-dihydro-1H-isoindol-5-yl]piperazin-1-yl}butoxy)phenyl]piperidin-1-yl}-4-methyl-1H-indole-3-carbonitrile